(±)-(2R,3S)-2-(5-Bromopyridin-3-yl)-3-(4-fluorophenyl)-3-hydroxypropanoic acid BrC=1C=C(C=NC1)[C@@H](C(=O)O)[C@H](O)C1=CC=C(C=C1)F |r|